4-(5-(tert-butoxy)pyrimidin-2-yl)-N-(3-chloro-5-(ethylsulfonamido)phenyl)-5-methylthiophene-2-carboxamide C(C)(C)(C)OC=1C=NC(=NC1)C=1C=C(SC1C)C(=O)NC1=CC(=CC(=C1)NS(=O)(=O)CC)Cl